5-(benzyloxy)-N-(4-hydroxycyclohexyl)-2-methylbenzofuran-3-carboxamide C(C1=CC=CC=C1)OC=1C=CC2=C(C(=C(O2)C)C(=O)NC2CCC(CC2)O)C1